C1(CC1)[C@H](N)C1=CC(=CC(=C1)F)F (1S)-1-cyclopropyl-1-(3,5-difluorophenyl)methanamine